C[C@H]1C(O[C@@H](C(O1)=O)C)=O (S,R)-3,6-dimethyl-1,4-dioxane-2,5-dione